COC(=O)[C@@]1(N(C[C@@H](C1)O[Si](C)(C)C(C)(C)C)C(=O)OC(C)(C)C)CC(=C)CCl (2R,4R)-4-((tert-Butyldimethylsilyl)oxy)-2-(2-(chloromethyl)allyl)-pyrrolidine-1,2-dicarboxylic acid 1-(tert-butyl) 2-methyl ester